4-(1-(2-Fluoro-4-nitrophenyl)-1H-pyrazol-4-yl)-6-methyl-2-(methylthio)pyrimidine FC1=C(C=CC(=C1)[N+](=O)[O-])N1N=CC(=C1)C1=NC(=NC(=C1)C)SC